2-oxo-4a-propyl-6,7-dihydro-5H-pyrrolo[1,2-b]pyridazine-3-carboxamide O=C1C(=CC2(N(N1)CCC2)CCC)C(=O)N